5-(4-chlorophenyl)-2-(3,4-dichlorophenyl)-1-ethyl-4-oxo-pyridine-3-carboxylic acid ClC1=CC=C(C=C1)C=1C(C(=C(N(C1)CC)C1=CC(=C(C=C1)Cl)Cl)C(=O)O)=O